2-amino-3-(4-morpholinophenyl)propionic acid NC(C(=O)O)CC1=CC=C(C=C1)N1CCOCC1